N-((3R,4S)-4-((6-(2,6-dichloro-3,5-di-methoxyphenyl)-8-((1-methylpiperidin-4-yl)amino)pyrido[3,4-d]pyrimidin-2-yl)amino)tetrahydrofuran-3-yl)acrylamide ClC1=C(C(=C(C=C1OC)OC)Cl)C1=CC2=C(N=C(N=C2)N[C@H]2[C@H](COC2)NC(C=C)=O)C(=N1)NC1CCN(CC1)C